4-(2-((3-bromo-2-chlorophenyl)carbamoyl)-1-methyl-1,4,6,7-tetrahydro-5H-imidazo[4,5-c]pyridin-5-yl)-1-methylcyclohexane-1-carboxylic acid tert-butyl ester C(C)(C)(C)OC(=O)C1(CCC(CC1)N1CC2=C(CC1)N(C(=N2)C(NC2=C(C(=CC=C2)Br)Cl)=O)C)C